7-[4-(methylamino)-5-{5-[(1r,4r)-4-formylcyclohexyl]-1,3,4-thiadiazol-2-yl}pyridin-2-yl]pyrrolo[1,2-b]pyridazine-3-carbonitrile CNC1=CC(=NC=C1C=1SC(=NN1)C1CCC(CC1)C=O)C1=CC=C2N1N=CC(=C2)C#N